ClC1=C(C=CC(=C1)C)C=1C=C(C2=CN(N=C2C1)CC(F)(F)F)C(=O)OC methyl 6-(2-chloro-4-methylphenyl)-2-(2,2,2-trifluoroethyl)-2H-indazole-4-carboxylate